2-[2-[2-(8-chloro-4-oxo-chromen-2-yl)-5-(trifluoromethyl)phenoxy]ethoxy]-N-methylsulfonyl-acetamide ClC=1C=CC=C2C(C=C(OC12)C1=C(OCCOCC(=O)NS(=O)(=O)C)C=C(C=C1)C(F)(F)F)=O